C[C@@H]1N(CCNC1)C1=CC(=CC=C1)C=1C=NNC1 (2S)-2-methyl-1-[3-(1H-pyrazol-4-yl)phenyl]piperazine